N,N-diethylmethylbenzylammonium C(C)[N+](CC)(CC1=CC=CC=C1)C